CN1NC(C1)OC=1C=C(C(=O)N[C@H](C)C=2C=NC(=NC2)C(F)(F)F)C=C(C1)C=1SC(=CN1)C 3-[(1-Methylazaazetidin-3-yl)oxy]-5-(5-methyl-1,3-thiazol-2-yl)-N-{(1R)-1-[2-(trifluoromethyl)pyrimidin-5-yl]ethyl}benzamide